[12,12,12-2H3]dodecanoic acid C(CCCCCCCCCCC([2H])([2H])[2H])(=O)O